3-((1,2-dimethyl-1H-benzo[d]imidazol-5-yl)ethynyl)-1-((3S,5R)-5-(methoxymethyl)pyrrolidin-3-yl)-1H-pyrrolo[3,2-c]pyridin-4-amine 2,2,2-trifluoroacetate FC(C(=O)O)(F)F.CN1C(=NC2=C1C=CC(=C2)C#CC2=CN(C1=C2C(=NC=C1)N)[C@@H]1CN[C@H](C1)COC)C